NCC(CN1N=NN(C1=O)C1=C(C=CC(=N1)C=1C=C2CCC(NC2=C(C1)C)=O)C)=C(F)F 6-[6-[4-[2-(aminomethyl)-3,3-difluoro-allyl]-5-oxo-tetrazol-1-yl]-5-methyl-2-pyridyl]-8-methyl-3,4-dihydro-1H-quinolin-2-one